3-(4-((difluoromethyl)sulfonamido)phenyl)-5-(pyrazin-2-ylamino)-1H-pyrazole-4-carboxamide FC(S(=O)(=O)NC1=CC=C(C=C1)C1=NNC(=C1C(=O)N)NC1=NC=CN=C1)F